C1=CC=C2C(=C1)C=C(N2)N=C=S Indolyl isothiocyanate